CC=1C(=CN2C=NC(=CC21)NC(=O)C2[C@H]1CNC[C@@H]21)C2=CC=NC=C2 (1R,5S)-N-(5-methyl-6-(pyridin-4-yl)pyrrolo[1,2-c]pyrimidin-3-yl)-3-azabicyclo[3.1.0]hexane-6-carboxamide